BrC=1C=C(COC2=C3C(C=C(OC3=CC=C2)C(=O)OCC)=O)C=C(C1)Br ethyl 5-((3,5-dibromobenzyl) oxy)-4-oxo-4H-chromen-2-carboxylate